6-((S)-3-hydroxypyrrolidine-1-carbonyl)-4-(trifluoromethyl)-2-(3-((R)-1-(4-(trifluoromethyl)-1H-pyrazol-3-yl)propan-2-yl)phenyl)isoindolin-1-one O[C@@H]1CN(CC1)C(=O)C1=CC(=C2CN(C(C2=C1)=O)C1=CC(=CC=C1)[C@@H](CC1=NNC=C1C(F)(F)F)C)C(F)(F)F